C(CCCCCC)N1C(NC(NC1=O)=O)=O 1-heptyl-1,3,5-triazinane-2,4,6-trione